N[C@@H]1[C@@H](OCC1)C1=NC=2C(=NC=CC2C2CCN(CC2)C(=O)C2=C(C=C(C=C2)OC(F)(F)F)N)N1 [4-[2-[(2R,3S)-3-aminotetrahydrofuran-2-yl]-3H-imidazo[4,5-b]pyridin-7-yl]-1-piperidyl]-[2-amino-4-(trifluoromethoxy)phenyl]methanone